3-(5-Oxopyrrolidin-2-yl)propanoic acid O=C1CCC(N1)CCC(=O)O